C1(=CC=C(C=C1)C(C)N1N=CC(=C1)C=O)C1=CC=CC=C1 1-(1-([1,1'-biphenyl]-4-yl)ethyl)-1H-pyrazole-4-carbaldehyde